N-(3-chloro-5-(trifluoromethoxy)phenyl)-5,5-difluoro-1-(3-fluoro-5-(pyridin-4-yl)benzoyl)piperidine-3-carboxamide ClC=1C=C(C=C(C1)OC(F)(F)F)NC(=O)C1CN(CC(C1)(F)F)C(C1=CC(=CC(=C1)C1=CC=NC=C1)F)=O